bis(dimethylbenzyliden)sorbitol trans-4-((3-(2-cyclopropylthiazol-5-yl)phenyl)((trans-4-(6-(dimethylamino)pyridin-3-yl)cyclohexyl)methyl)carbamoyl)cyclohexylmethylcarbamate C1(CC1)C=1SC(=CN1)C=1C=C(C=CC1)N(C(=O)N(C(=O)O[C@@H]([C@@H]([C@H](C(O)=C(C1=C(C=CC=C1)C)C)O)O)[C@H](O)C(O)=C(C1=C(C=CC=C1)C)C)CC1CCCCC1)C[C@@H]1CC[C@H](CC1)C=1C=NC(=CC1)N(C)C